BrC=1C(=C2C(=C(C=NC2=CC1OC)C(=O)[O-])O)F 6-Bromo-5-fluoro-4-hydroxy-7-methoxyquinoline-3-carboxylate